F[C@@H]1[C@@H](C1)N1C(C(=CC=C1)NC(=O)C=1C(=NC=2N(C1)C=CN2)OC(C)C)=O N-(1-((1R,2S)-2-fluorocyclopropyl)-2-oxo-1,2-dihydropyridin-3-yl)-7-isopropoxylimidazo[1,2-a]Pyrimidine-6-carboxamide